C(C=C)(=O)N1CC(CCC1C)N(C1=C2C(=NC=C1C(=O)OC(C)C)NC=C2)C isopropyl 4-((1-acryloyl-6-methylpiperidin-3-yl)(methyl)amino)-1H-pyrrolo[2,3-b]pyridine-5-carboxylate